Methyl (5S)-6-(4-methanesulfonylpiperazin-1-yl)-5-(N-methyl-1-phenylformamido)-6-oxohexanoate CS(=O)(=O)N1CCN(CC1)C([C@H](CCCC(=O)OC)N(C(=O)C1=CC=CC=C1)C)=O